6-[(3R)-3-aminopyrrolidin-1-yl]-N-{(1R)-1-[3-(difluoromethyl)-2-fluorophenyl]ethyl}-2-methylpyrido[3,4-d]pyrimidin-4-amine hydrochloride salt Cl.N[C@H]1CN(CC1)C1=CC2=C(N=C(N=C2N[C@H](C)C2=C(C(=CC=C2)C(F)F)F)C)C=N1